1-(oxolan-3-yl)-4-(4,4,5,5-tetramethyl-1,3,2-dioxaborolan-2-yl)-1H-pyrazole O1CC(CC1)N1N=CC(=C1)B1OC(C(O1)(C)C)(C)C